FC1=C(C=C(C=C1)F)[C@@H]1N(CC(C1)=O)C1=NC=2N(C=C1)N=CC2NC(=S)N[C@@H]2[C@@H](C2)F 1-(5-((R)-2-(2,5-difluorophenyl)-4-oxopyrrolidin-1-yl)pyrazolo[1,5-a]pyrimidin-3-yl)-3-((1S,2R)-2-fluorocyclopropyl)thiourea